FC1(CCC(CC1)NC1=NN2C(C(=N1)OC)=C(C=C2)C=2C=NC=1N(C2)C(=CN1)C(F)F)F 2-N-(4,4-difluorocyclohexyl)-5-(3-(difluoromethyl)imidazo[1,2-a]pyrimidin-6-yl)-4-methoxypyrrolo[2,1-f][1,2,4]triazin-2-amine